N-(4-(11-(3-aminopyrrolidin-1-yl)-7,8,9,10-tetrahydro-6H-cyclohepta[b]quinolin-2-yl)pyridin-2-yl)cyclobutanecarboxamide hydrochloride Cl.NC1CN(CC1)C1=C2C(=NC3=CC=C(C=C13)C1=CC(=NC=C1)NC(=O)C1CCC1)CCCCC2